5-(3-butyl-7-formyl-2-methyl-1,1-dioxido-5-phenyl-2,3,4,5-tetrahydrobenzo[f][1,2,5]thiadiazepin-8-yl)-2-fluorobenzoic acid C(CCC)C1N(S(C2=C(N(C1)C1=CC=CC=C1)C=C(C(=C2)C=2C=CC(=C(C(=O)O)C2)F)C=O)(=O)=O)C